1-(5-((2-bromopyridin-4-yl)thio)-1H-imidazo[4,5-b]pyrazin-2-yl)-4-methylpiperidin-4-amine BrC1=NC=CC(=C1)SC=1N=C2C(=NC1)NC(=N2)N2CCC(CC2)(N)C